5-((3-(3-(((5-Cyclopropylpyridin-2-yl)methyl)amino)propanamido)propyl)amino)benzo[c][2,6]naphthyridine-8-carboxamide C1(CC1)C=1C=CC(=NC1)CNCCC(=O)NCCCNC1=NC2=C(C3=CN=CC=C13)C=CC(=C2)C(=O)N